N,N,2-trimethyl-5-(oxiran-2-ylmethyl)benzenesulfonamide CN(S(=O)(=O)C1=C(C=CC(=C1)CC1OC1)C)C